FC(OC1=CC(=C(C(=C1)F)[C@H]1C[C@H](C1)OC=1N=CC(=NC1)C1=CC(=NO1)[O-])F)F.[NH4+] ammonium 5-[5-({cis-3-[4-(difluoromethoxy)-2,6-difluorophenyl]cyclobutyl}oxy)pyrazin-2-yl]isoxazol-3-olate